3-tridecylthiopropionate C(CCCCCCCCCCCC)CCC(=S)[O-]